OC1CCN(CC1)C(=O)[O-] 4-hydroxypiperidine-1-carboxylate